N-[2-[2-(dimethylamino)ethyl-methyl-amino]-4-methoxy-5-[[4-(1-methylindol-3-yl)pyrimidin-2-yl]amino]phenyl]prop-2-enamide mesylate salt S(C)(=O)(=O)O.CN(CCN(C1=C(C=C(C(=C1)OC)NC1=NC=CC(=N1)C1=CN(C2=CC=CC=C12)C)NC(C=C)=O)C)C